1-(4-(chloromethyl)phenyl)-3-methyltetra-hydropyrimidin-2(1H)-one ClCC1=CC=C(C=C1)N1C(N(CCC1)C)=O